(1,3-bis(1,1-dimethylethyl)-5-methylphenyl)-methyl carbonate C(OCC1(CC(=CC(=C1)C)C(C)(C)C)C(C)(C)C)([O-])=O